Cl[Si](C)(C)C[Si](C)(Cl)Cl chlorodimethylsilyl-(chlorodimethylsilyl) chloride